N1=C(C=CC=C1)N1C[C@H]([C@H](CC1)NS(=O)(=O)C)COC1CCC(CC1)C1=CC=CC=C1 N-[(cis)-1-(pyridin-2-yl)-3-([[(1s,4s)-4-phenylcyclohexyl]oxy]methyl)piperidin-4-yl]methanesulfonamide